CC(=CCC1=C(C=CC(=C1O)C2COC3=CC(=CC(=C3C2=O)O)O)O)C The molecule is a member of the class of 7-hydroxyisoflavones that is the 2,3-dihydro derivative of licoisoflavone A. It has been isolated from Glycyrrhiza uralensis. It has a role as a plant metabolite and an antibacterial agent. It derives from a licoisoflavone A.